bis-benzoxazolyl-phenyl-ethyl-hexyl-iminotriazine O1C(=NC2=C1C=CC=C2)C(CCCCC)(C=2C(NN=NC2CC)=NC2=CC=CC=C2)C=2OC1=C(N2)C=CC=C1